C1CC12CCN(CC2)C2=C(C(=O)NC=1C=C3C=C(C=NC3=C(C1F)N1CCC(CC1)(F)F)C)C=CC(=C2)NS(=O)(=O)CCO 2-{6-Azaspiro[2.5]oct-6-yl}-N-[8-(4,4-difluoropiperidin-1-yl)-7-fluoro-3-methylquinolin-6-yl]-4-(2-hydroxyeth-anesulfonylamino)benzamide